C[C@@H]([C@@H](/C=C/C=C/C1=C(C(=CC=C1)O)CO)O)O The molecule is a hydroxybenzyl alcohol that is pyriculariol in which the aldehyde goup has been reduced to the corresponding alcohol. It has a role as a fungal metabolite. It is a heptaketide, an aromatic primary alcohol, a hydroxybenzyl alcohol, a secondary allylic alcohol and a homoallylic alcohol.